phenyl (4-fluoro-3-methylphenyl)carbamate FC1=C(C=C(C=C1)NC(OC1=CC=CC=C1)=O)C